(S)-N-(3-(3-aminoprop-1-yn-1-yl)-4-(mercaptomethyl)phenyl)-2-(4-(4-chlorophenyl)-2,3,9-trimethyl-6H-thieno[3,2-f][1,2,4]triazolo[4,3-a][1,4]diazepin-6-yl)acetamide NCC#CC=1C=C(C=CC1CS)NC(C[C@H]1C=2N(C3=C(C(=N1)C1=CC=C(C=C1)Cl)C(=C(S3)C)C)C(=NN2)C)=O